3,5-dimethyl-1H,1'H-[4,4']bipyrazolyl CC1=NNC(=C1C=1C=NNC1)C